N-benzyl-4-hydroxy-bicyclo[2.2.1]heptane-1-carboxamide C(C1=CC=CC=C1)NC(=O)C12CCC(CC1)(C2)O